potassium aurous chloride [Au]Cl.[K]